isocyanate copper salt [Cu+2].[N-]=C=O.[N-]=C=O